ClC=1C=C(C=CC1)N[C@@H](CC(C)C)C(=O)N1[C@H]2CC([C@@H]([C@@H]1C(=O)N[C@@H](C[C@H]1C(NCC1)=O)C#N)CC2)(F)F (1R,3R,4R)-2-((3-chlorophenyl)-L-leucyl)-N-((S)-1-cyano-2-((S)-2-oxopyrrolidin-3-yl)ethyl)-5,5-difluoro-2-azabicyclo[2.2.2]octane-3-carboxamide